p-fluoro-benzaldehyde FC1=CC=C(C=O)C=C1